gadolinium cerium oxygen [O].[Ce].[Gd]